triphenylphosphine mono-sodium [Na].C1(=CC=CC=C1)P(C1=CC=CC=C1)C1=CC=CC=C1